Methylammonium Lead Iodide Bromide [Pb](Br)I.C[NH3+]